C(C)(=O)C1=CC=C(S1)B(O)O 5-acetyl-2-thiopheneboronic acid